CC=1N(C(=NN1)CCCN1CC(CC1)C1=CNC2=CC=CC=C12)C(C)C 3-(1-(3-(5-methyl-4-(prop-2-yl)-4H-1,2,4-triazol-3-yl)propyl)pyrrolidin-3-yl)-1H-indole